methylglutaryl phosphate P1(=O)(OC(C(CCC(=O)O1)C)=O)[O-]